3-Butyl-6-methoxy-7-hydroxy-4H-chromen-4-one C(CCC)C1=COC2=CC(=C(C=C2C1=O)OC)O